NC1=NC=2C=CC(=CC2C2=C1C=NN2C)C(=O)N(N(C)C(=O)C2CCC2)CC2=NC=C(C=C2)C(F)(F)F 4-amino-N'-(cyclobutanecarbonyl)-N',1-dimethyl-N-((5-(trifluoromethyl)pyridin-2-yl)methyl)-1H-pyrazolo[4,3-c]quinoline-8-carbohydrazide